Thietidine-3-carboxylic acid S1CC(C1)C(=O)O